BrC([2H])C=1C(=C(C=CC1)F)F (bromomethyl-d)-1,2-difluorobenzene